2,3-dibromo-2-butene BrC(C)=C(C)Br